tert-Butyl 2-(3-carbamoyl-5-(5,6,7,8-tetrahydronaphthalen-2-yl)-1H-indol-1-yl)acetate C(N)(=O)C1=CN(C2=CC=C(C=C12)C1=CC=2CCCCC2C=C1)CC(=O)OC(C)(C)C